ClC=1C(=C(C=CC1)NC1=C(NC2=C1C(NCC2)=O)C2=CC=NC1=CC=C(N=C21)OCC(F)(F)F)OC 3-[(3-chloro-2-methoxyphenyl)amino]-2-[6-(2,2,2-trifluoroethoxy)-1,5-naphthyridin-4-yl]-1H,5H,6H,7H-pyrrolo[3,2-c]pyridin-4-one